3-(2,2-Dimethyl-1,3-dioxolan-4-ylidene)-1,1,1-trifluoro-propan-2-one CC1(OCC(O1)=CC(C(F)(F)F)=O)C